tert-butyl-(4-((5S,9R)-8-chloro-10-fluoro-5-methyl-2-(methylthio)-5,6-dihydro-4H-[1,4]oxazepino[5,6,7-de]quinazolin-9-yl)-3-cyano-7-fluorobenzo[b]thiophen-2-yl) carbamate C(N)(OC1=C(C2=C(S1)C(=CC(=C2C=2C(=C1C=3C(=NC(=NC3C2F)SC)N[C@H](CO1)C)Cl)C(C)(C)C)F)C#N)=O